C(C)(C)C1C=C(CCC1)CCC1OCCCO1 2-(2-(3-isopropylcyclohex-1-en-1-yl)ethyl)-1,3-dioxan